ClC1=CC=C(S1)COC1=C(C(=NN1C(=O)C=1SC=CC1)C1CN(CC1)S(=O)(=O)N1CCCC1)F 5-[(5-chlorothiophen-2-yl)methoxy]-4-fluoro-3-[1-(pyrrolidine-1-sulfonyl)pyrrolidin-3-yl]-1-(thiophene-2-carbonyl)-1H-pyrazole